CC1(CCC=2C(=NNC2C1)C=1NC2=CC(=CC=C2C1)N(C([C@H](C)N1CCNCC1)=O)C)C (2S)-N-[2-(6,6-dimethyl-1,4,5,7-tetrahydroindazol-3-yl)-1H-indol-6-yl]-N-methyl-2-(piperazin-1-yl)propionamide